4-(pyrrolidin-1-ylmethyl)benzoic acid N1(CCCC1)CC1=CC=C(C(=O)O)C=C1